methyl 2-(((1R,4R)-4-((tert-butoxycarbonyl)amino)cyclohexyl) (methyl)amino)-6-((5-cyclopropyl-1H-pyrazol-3-yl)amino)pyrimidine-4-carboxylate C(C)(C)(C)OC(=O)NC1CCC(CC1)N(C1=NC(=CC(=N1)C(=O)OC)NC1=NNC(=C1)C1CC1)C